FC1(CCN(CC1)C(=O)C=1C=C2N=C(C=NC2=CC1)C=1C=NC(=NC1)N1CCNCC1)F (4,4-difluoro-1-piperidinyl)(3-(2-(1-piperazinyl)-5-pyrimidinyl)-6-quinoxalinyl)methanone